ClC=1C=C(CN2C(C(N(CC2=O)C2=NC=C(C=C2F)OC)=O)C2COC2)C=CC1F 4-(3-chloro-4-fluorobenzyl)-1-(3-fluoro-5-methoxypyridin-2-yl)-3-(oxetan-3-yl)piperazine-2,5-dione